3-(2-Bromo-4-chloropyridin-3-yl)oxetan-3-ol BrC1=NC=CC(=C1C1(COC1)O)Cl